ClC1=CC=C(C=C1)N1C(C2=CC(=CC(=C2C1)F)C(C)OC)=O (4-chlorophenyl)-4-fluoro-6-(2-methyloxyeth-2-yl)isoindolin-1-one